sodium lithium potassium antimonate [Sb]([O-])([O-])([O-])=O.[K+].[Li+].[Na+]